N-(3-(((1-(3-chloro-4-(2-chloroethoxy)-5-cyanophenyl)-1H-indol-5-yl)oxy)methyl)bicyclo[1.1.1]pentan-1-yl)methanesulfonamide ClC=1C=C(C=C(C1OCCCl)C#N)N1C=CC2=CC(=CC=C12)OCC12CC(C1)(C2)NS(=O)(=O)C